N-[(1R)-1-(3-methoxyphenyl)ethyl]-6-methyl-4-[(1-methylcyclopropyl)amino]furo[2,3-d]pyrimidine-5-carboxamide COC=1C=C(C=CC1)[C@@H](C)NC(=O)C1=C(OC=2N=CN=C(C21)NC2(CC2)C)C